CS(=O)(=O)C1=NC=2CC3(CCC2C=N1)CCCCC3 (methylsulfonyl)-5',8'-dihydro-6'H-spiro[cyclohexane-1,7'-quinazolin]